8-Bromo-N-isopropylquinoxalin-6-amine BrC=1C=C(C=C2N=CC=NC12)NC(C)C